1-(2-trimethylsilylethoxymethyl)pyrrolo[2,3-b]Pyridine-3-carbonitrile C[Si](CCOCN1C=C(C=2C1=NC=CC2)C#N)(C)C